bis(tetramethyl-heptanedione) titanium [Ti].CC(C(C(C(C)(C)C)=O)=O)CCC.CC(C(C(C(C)(C)C)=O)=O)CCC